tetra-aminocobalt N[Co](N)(N)N